phenyl (5-(tert-butyl)-2-methoxy-3-(methylsulfinyl)phenyl)carbamate C(C)(C)(C)C=1C=C(C(=C(C1)NC(OC1=CC=CC=C1)=O)OC)S(=O)C